NC1=NC=C(C2=C1C(=NN2C)C2=CC(=C(C=C2)NS(=O)(=O)C(F)F)O[C@@H](C)C2=CC=C(C=C2)F)C=2C=NN(C2)CCN2CC(C2)(C)C (S)-N-(4-(4-amino-7-(1-(2-(3,3-dimethylazetidin-1-yl)ethyl)-1H-pyrazol-4-yl)-1-methyl-1H-pyrazolo[4,3-c]pyridin-3-yl)-2-(1-(4-fluorophenyl)ethoxy)phenyl)-1,1-difluoromethanesulfonamide